CC1=C(C=C(C=C1)C12CCN(CC2C1)C(=O)C1CC2(C1)NC(OC2)=O)OC(F)(F)F (rac)-(2s,4s)-2-(6-(4-Methyl-3-(trifluoromethoxy)phenyl)-3-azabicyclo[4.1.0]heptan-3-carbonyl)-7-oxa-5-azaspiro[3.4]octan-6-on